Tert-butyl 4-(6-(((3-bromo-1-tosyl-1H-pyrrolo[2,3-b]pyridin-4-yl)amino)methyl)pyridin-2-yl)piperazine-1-carboxylate BrC1=CN(C2=NC=CC(=C21)NCC2=CC=CC(=N2)N2CCN(CC2)C(=O)OC(C)(C)C)S(=O)(=O)C2=CC=C(C)C=C2